CC1=NN(C=C1C1=CC=C(C=C1)NC(C)=O)C1=C2C(=NC=C1)NC=C2 N-{4-[3-Methyl-1-(1H-pyrrolo[2,3-b]pyridin-4-yl)-1H-pyrazol-4-yl]-phenyl}-acetamide